sodium 2,3-bis((5-(benzyloxy)-5-oxopentanoyl)oxy)propyl ((R)-2,3-bis(tetradecanoyloxy)propyl) phosphate P(=O)(OCC(COC(CCCC(OCC1=CC=CC=C1)=O)=O)OC(CCCC(=O)OCC1=CC=CC=C1)=O)(OC[C@@H](COC(CCCCCCCCCCCCC)=O)OC(CCCCCCCCCCCCC)=O)[O-].[Na+]